COC=1C(=C(C=CC1)C[C@@H](C)N)C (R)-1-(3-methoxy-2-methylphenyl)propan-2-amine